FC1=C(CO)C(=C(C(=C1F)CO)F)F 2,3,5,6-tetrafluoroterephthalyl alcohol